2-cyclopropyl-4-[3-(6,7-dihydro-5H-pyrazolo[1,5-a]pyrimidin-4-yl)-7,8-dihydro-5H-1,6-naphthyridin-6-yl]-6-fluoro-quinazoline C1(CC1)C1=NC2=CC=C(C=C2C(=N1)N1CC=2C=C(C=NC2CC1)N1C=2N(CCC1)N=CC2)F